bis(2,4,6-trifluorophenyl)-phosphine chloride [Cl-].FC1=C(C(=CC(=C1)F)F)PC1=C(C=C(C=C1F)F)F